4-Chloro-1-[2-(5-isopropoxy-1-tetrahydropyran-2-yl-indazol-3-yl)pyrimidin-4-yl]pyrazole ClC=1C=NN(C1)C1=NC(=NC=C1)C1=NN(C2=CC=C(C=C12)OC(C)C)C1OCCCC1